2-cyclopropyl-N-(2,6-dimethoxypyridin-3-yl)pyrimidine-5-carboxamide C1(CC1)C1=NC=C(C=N1)C(=O)NC=1C(=NC(=CC1)OC)OC